FC=1C=C2C(=NC=NC2=C(C1C1=C(C=CC=C1O)F)F)N1CCN(CC1)C(C=C)=O 1-(4-(6,8-difluoro-7-(2-fluoro-6-hydroxyphenyl)quinazolin-4-yl)piperazin-1-yl)prop-2-en-1-one